2-(2-chloro-5-(((5-isopropyl-7-(piperidin-1-yl)-5H-pyrrolo[3,2-d]pyrimidin-2-yl)thio)methyl)phenyl)acetic acid ClC1=C(C=C(C=C1)CSC=1N=CC2=C(N1)C(=CN2C(C)C)N2CCCCC2)CC(=O)O